(S)-4-(((S)-3-fluoro-2-methoxypropyl)(4-(5,6,7,8-tetrahydro-1,8-naphthyridin-2-yl)butyl)amino)-2-(1-(3-(methoxymethyl)pyrazin-2-yl)cyclopropane-1-carboxamido)butanoic acid FC[C@H](CN(CC[C@@H](C(=O)O)NC(=O)C1(CC1)C1=NC=CN=C1COC)CCCCC1=NC=2NCCCC2C=C1)OC